7-((3aR,4R,5aR,8aR)-2,2-dimethyl-6-methylenehexahydrocyclopenta[2,3]furo[3,4-d]dioxol-4-yl)-4-methyl-7H-pyrrolo[2,3-d]pyrimidine CC1(O[C@@H]2[C@]3(O1)[C@H](O[C@H]2N2C=CC1=C2N=CN=C1C)C(CC3)=C)C